C(C)(C)(C)[Si](OCCCSC1=CC(=CC=C1)[N+](=O)[O-])(C)C tert-butyldimethyl-(3-((3-nitrophenyl)thio)propoxy)silane